ClC=1N=C(NC1[C@H]1[C@H](CN(CC1)S(=O)(=O)CCC1=NN=CN1CC1=CC=C(C=C1)OC)C)C1=NC=C(C=C1)F 2-[4-Chloro-5-[(3R,4R)-1-[2-[4-[(4-methoxyphenyl)methyl]-1,2,4-triazol-3-yl]ethylsulfonyl]-3-methyl-4-piperidyl]-1H-imidazol-2-yl]-5-fluoro-pyridine